(1S*,2S*)-2-aminocyclohexan-1-ol N[C@@H]1[C@H](CCCC1)O |o1:1,2|